ClC=1C=C(C=CC1C)C(CCCCCOB([O-])[O-])(C1=CC(=C(C=C1)C)Cl)C1=CC(=C(C=C1)C)Cl.C(CCC)[N+](CCCC)(CCCC)CCCC.C(CCC)[N+](CCCC)(CCCC)CCCC tetrabutylammonium tri(3-chloro-4-methylphenyl)hexylborate